BrC=1C=C(C(=NC1)[N+](=O)[O-])NCC(C(=O)OC)N1C[C@@H](O[C@@H](C1)C)C methyl 3-((5-bromo-2-nitropyridin-3-yl)amino)-2-((2S,6R)-2,6-dimethylmorpholino)propanoate